C(C)(C)(C)OC(=O)N1CC(C1)(C)C(C1=CC=C(C=C1)C(C)C)=O 3-(4-isopropyl-benzoyl)-3-methyl-azetidine-1-carboxylic acid tert-butyl ester